C(C)(C)(C)OC(N[C@H]1CN(C[C@H]1C)C=1C2=CN(N=C2C=CC1NC(=O)C1=NN(C(C=C1)=O)C1=C(C=CC=C1F)F)C(C)(C)C)=O N-[(3R,4R)-1-[2-tert-butyl-5-[[1-(2,6-difluorophenyl)-6-oxo-pyridazine-3-carbonyl]amino]indazol-4-yl]-4-methyl-pyrrolidin-3-yl]carbamic acid tert-butyl ester